diethyl-isopropylether C(C)CC(C)(CC)OC(CCC)(C)CC